BrC=1C(=NC=CC1)C1OCCO1 Bromo-2-(1,3-dioxolan-2-yl)pyridine